N-((3S,4S)-3-((6-(2,6-dichloro-3,5-dimethoxyphenyl)-5-methyl-5,6-dihydropyrimido[5,4-c][1,8]naphthyridin-2-yl)amino)tetrahydro-2H-pyran-4-yl)acrylamide ClC1=C(C(=C(C=C1OC)OC)Cl)N1C(C2=C(C=3C=CC=NC13)N=C(N=C2)N[C@@H]2COCC[C@@H]2NC(C=C)=O)C